N-methyl-trimethylsilylpyrrolidinium bis(trifluoromethylsulfonyl)imide [N-](S(=O)(=O)C(F)(F)F)S(=O)(=O)C(F)(F)F.C[N+]1(CCCC1)[Si](C)(C)C